COC(NS(=O)(=O)C1=C(C=C(C=C1)CC(C)C)C1=CC=C(C=C1)CN1C(=NC(=C1)C(C)(C)C)C(C)(C)C)=O Methyl((4'-((2,4-di-tert-butyl-1H-imidazol-1-yl)methyl)-5-isobutyl-[1,1'-biphenyl]-2-yl)sulfonyl)carbamate